4-(4-{4-[(2s)-2-({4-[(4-Cyanophenyl)carbamoyl]phenyl}formamido)pent-4-ynamido]benzamido}-2-hydroxy-3-(propan-2-yloxy)benzamido)benzoic acid C(#N)C1=CC=C(C=C1)NC(=O)C1=CC=C(C=C1)C(=O)N[C@H](C(=O)NC1=CC=C(C(=O)NC2=C(C(=C(C(=O)NC3=CC=C(C(=O)O)C=C3)C=C2)O)OC(C)C)C=C1)CC#C